benzyl 8-methyl-4-[2-methylsulfanyl-8-[4-(morpholinomethyl) phenyl]-7-oxo-pyrido[2,3-d]pyrimidin-6-yl]-2,3-dihydroquinoxaline-1-carboxylate CC=1C=CC=C2N(CCN(C12)C(=O)OCC1=CC=CC=C1)C1=CC2=C(N=C(N=C2)SC)N(C1=O)C1=CC=C(C=C1)CN1CCOCC1